cyclohexylsulfonyl-(2-chlorophenylsulfonyl)diazomethane C1(CCCCC1)S(=O)(=O)C(=[N+]=[N-])S(=O)(=O)C1=C(C=CC=C1)Cl